2-((4-bromo-3-fluorophenyl) amino)-1-(3-fluorophenyl)-2-oxoethyl acetate C(C)(=O)OC(C(=O)NC1=CC(=C(C=C1)Br)F)C1=CC(=CC=C1)F